NC1=CC=C(N=N1)C1CCN(CC1)C(=O)C1=NC(=C(C=C1)Br)OC [4-(6-amino-pyridazin-3-yl)-piperidin-1-yl]-(5-bromo-6-methoxy-pyridin-2-yl)-methanone